7-chloro-4-hydroxy-3-nitroquinolin-2(1H)-one ClC1=CC=C2C(=C(C(NC2=C1)=O)[N+](=O)[O-])O